CN(C)\C=C\1/C[C@@H]2CO[C@H](C1=O)O2 (1R,5S,E)-3-((dimethylamino)methylene)-6,8-dioxabicyclo[3.2.1]Octan-4-one